(6-fluoro-4-(methyl-d3)pyridin-3-yl)boronic acid FC1=CC(=C(C=N1)B(O)O)C([2H])([2H])[2H]